propoxyheptyl isocyanate C(CC)OCCCCCCCN=C=O